2-((3RS,4RS)-4-(((5-fluoro-6-((1S*,5R*)-1-(6-(trifluoromethyl)pyridin-3-yl)-2-azabicyclo-[3.1.0]hexan-2-yl)pyrimidin-4-yl)amino)methyl)-3-hydroxypiperidin-1-yl)acetamide FC=1C(=NC=NC1N1[C@]2(C[C@H]2CC1)C=1C=NC(=CC1)C(F)(F)F)NC[C@@H]1[C@H](CN(CC1)CC(=O)N)O |o1:8,10,&1:25,26|